(2-(diphenylamino)pyrimidin-5-yl)-2-mercaptoacetamide C1(=CC=CC=C1)N(C1=NC=C(C=N1)C(C(=O)N)S)C1=CC=CC=C1